FC(C1=CC=C(OC2=CC=C(C=C2)S(=O)(=O)N)C=C1)(F)F 4-[4-(trifluoromethyl)phenoxy]benzene-1-sulfonamide